5-Methoxy-2-morpholinooxazolo[4,5-b]pyridine-6-carboxylic acid COC1=C(C=C2C(=N1)N=C(O2)N2CCOCC2)C(=O)O